(3S)-N-[3-(2-[[(2R)-1-hydroxypropan-2-yl]amino]-6-[(1S,6R)-3-oxabicyclo[4.1.0]heptan-6-yl]pyridin-4-yl)-4-methylphenyl]-3-(2,2,2-trifluoroethyl)pyrrolidine-1-carboxamide OC[C@@H](C)NC1=NC(=CC(=C1)C=1C=C(C=CC1C)NC(=O)N1C[C@@H](CC1)CC(F)(F)F)[C@@]12CCOC[C@H]2C1